4,5-dimethoxy-1,3-dimethoxymethyl-2-imidazolidinone COC1N(C(N(C1OC)COC)=O)COC